C(C)C1=CC(=NC=C1)C(=O)N 4-ethylpicolinamide